C(C)(C)(C)OC(NCC1=C(C=C(C(=C1)F)B1OC(C(O1)(C)C)(C)C)Cl)=O tert-butyl-N-[[2-chloro-5-fluoro-4-(4,4,5,5-tetramethyl-1,3,2-dioxaborolan-2-yl)phenyl]methyl]carbamate